COCNC1=NC(=NC(=N1)N)N methoxyMETHYL-MELAMINE